Benzyl-5-((6-(4-fluorophenyl)imidazo[2,1-b]thiazol-3-yl)methyl)-2,4-dihydro-3H-1,2,4-triazol-3-thion C(C1=CC=CC=C1)N1N=C(NC1=S)CC=1N2C(SC1)=NC(=C2)C2=CC=C(C=C2)F